7-Hydroxy-4-methylcoumarinformyl chloride OC1=CC=C2C(=C(C(OC2=C1)=O)C(=O)Cl)C